(S)-4-amino-1-(2,6-dichlorophenyl)-6-oxo-N-(3-(5-oxopiperazin-2-yl)phenyl)-1,6-dihydropyrimidine-5-carboxamide NC=1N=CN(C(C1C(=O)NC1=CC(=CC=C1)[C@@H]1NCC(NC1)=O)=O)C1=C(C=CC=C1Cl)Cl